(9S)-N-(2-Amino-3-fluoro-4-((4-hydroxybenzyl)amino)phenyl)-9,10-difluorodecanamid NC1=C(C=CC(=C1F)NCC1=CC=C(C=C1)O)NC(CCCCCCC[C@@H](CF)F)=O